(2S)-nonane-1,2-diol C([C@H](CCCCCCC)O)O